CC1([C@H]2CN([C@@H]([C@@H]12)C(=O)O)C([C@@H](NC(C(F)(F)F)=O)C(C)(C)C)=O)C (1R,2S,5S)-6,6-dimethyl-3-[3-methyl-N-(trifluoroacetyl)-L-valyl]-3-azabicyclo[3.1.0]Hexane-2-carboxylic acid